Butyl-5-(diaminomethylene)-3-(4-((4,4-dimethyl-1,1-dioxido-1,2,5-thiadiazolidin-2-yl)methyl)-4-methylcyclohexyl)pyrimidine-2,4,6(1H,3H,5H)-trione C(CCC)N1C(N(C(C(C1=O)=C(N)N)=O)C1CCC(CC1)(C)CN1S(NC(C1)(C)C)(=O)=O)=O